diphenylphosphorus C1(=CC=CC=C1)[P]C1=CC=CC=C1